N-[4-fluoro-2-nitro-5-(1H-pyrazol-1-yl)phenyl]cyclopentanecarboxamide FC1=CC(=C(C=C1N1N=CC=C1)NC(=O)C1CCCC1)[N+](=O)[O-]